COCCOC=1C=NN(C1)C12CC(C1)(C2)NC(OC(C)(C)C)=O tert-butyl {3-[4-(2-methoxyethoxy)-1H-pyrazol-1-yl]bicyclo[1.1.1]pentan-1-yl}carbamate